FC1=CC=C(OCC#CC=2C=C3CCC(OC3=CC2)C(=O)NOC2OCCCC2)C=C1 6-(3-(4-fluorophenoxy)prop-1-yn-1-yl)-N-((tetrahydro-2H-pyran-2-yl)oxy)chromane-2-carboxamide